tert-butyl N-methyl-N-{3-[2-(4,4,5,5-tetramethyl-1,3,2-dioxaborolan-2-yl)phenoxy]propyl}carbamate CN(C(OC(C)(C)C)=O)CCCOC1=C(C=CC=C1)B1OC(C(O1)(C)C)(C)C